5-(4-((4-(4-amino-3-(4-phenoxyphenyl)-1H-pyrazolo[3,4-d]pyrimidin-1-yl)piperidin-1-yl)methyl)-[1,4'-bipiperidinyl]-1'-yl)-2-(2,4-dioxotetrahydropyrimidin-1(2H)-yl)isoindoline-1,3-dione NC1=C2C(=NC=N1)N(N=C2C2=CC=C(C=C2)OC2=CC=CC=C2)C2CCN(CC2)CC2CCN(CC2)C2CCN(CC2)C=2C=C1C(N(C(C1=CC2)=O)N2C(NC(CC2)=O)=O)=O